N-(5-(1H-indazol-7-yl)pyridin-2-yl)-1-cyano-3-fluoropiperidine-3-carboxamide N1N=CC2=CC=CC(=C12)C=1C=CC(=NC1)NC(=O)C1(CN(CCC1)C#N)F